OC[C@H](C)N1C=NC2=C(C1=O)C=C(N=C2C2=NC=CC=C2)C=2C=NC(=CC2)C(F)(F)F (S)-3-(1-hydroxypropan-2-yl)-8-(pyridin-2-yl)-6-(6-(trifluoromethyl)pyridin-3-yl)pyrido[3,4-d]pyrimidin-4(3H)-one